COC1=CC=CC=2CCOC21 7-methoxy-2,3-dihydrobenzofuran